CN(C)[Si](Cl)(N(C)C)N(C)C tris(Dimethylamino)chlorosilane